FC1=C(N)C=CC(=C1)OC1=NN(C=C1)C1=NC=C(C(=C1)F)C 2-fluoro-4-{[1-(4-fluoro-5-methylpyridin-2-yl)pyrazol-3-yl]oxy}aniline